C(C)(C)(C)OC(N[C@H](C(=O)C1(CCC1)N1[C@@H](C[C@H](C1)O)C(N[C@@H](C)C1=CC=C(C=C1)C1=C(N=CS1)C)=O)C(C)(C)C)=O ((S)-1-((2S,4R)-4-hydroxy-2-(((S)-1-(4-(4-methylthiazol-5-yl)phenyl)ethyl)carbamoyl)pyrrolidinocyclobutan-1-yl)-3,3-dimethyl-1-oxobutan-2-yl)carbamic acid tert-butyl ester